methyl 3-(4-(7-fluoro-1H-indol-3-yl) furan-2-yl)-3-oxopropanoate FC=1C=CC=C2C(=CNC12)C=1C=C(OC1)C(CC(=O)OC)=O